(1S,5R)-6-(4-fluorophenyl)-9,9-dimethyl-2,6-diazabicyclo[3.2.2]nonan-3-one FC1=CC=C(C=C1)N1[C@@H]2CC(N[C@H](C1)CC2(C)C)=O